CC(C)C(CC[C@@H](C)[C@H]1CC[C@H]2[C@@H]3CC=C4C[C@H](CC[C@]4(C)[C@H]3CC[C@]12C)O)O Cholest-5-ene-3β,24-S-diol